[Si](C1=CC=CC=C1)(C1=CC=CC=C1)(C(C)(C)C)O[C@@H]1[C@](COC1)(C)N1C[C@H]([C@@H](CC1)I)F (3R,4R)-1-((3R,4R)-4-((tert-butyldiphenylsilyl)oxy)-3-methyltetrahydrofuran-3-yl)-3-fluoro-4-iodopiperidine